CN(C1=CC=C(C=C1)C1=CC=2C(=C1)C1=C(ON2)C=CC=C1)C 2-(p-dimethylaminophenyl)benzo[6,7]benzoxazole